1-(tert-butyl) 4-methyl 4-(aminomethyl)piperidine-1,4-dicarboxylate NCC1(CCN(CC1)C(=O)OC(C)(C)C)C(=O)OC